[Na+].S([O-])(O)=O Sulfurous acid monosodium salt